rel-(2S,3r,4r,5S)-3-(3-(difluoromethyl)-4-fluoro-2-methoxyphenyl)-N-(6-((S)-2,2-dimethyl-1,3-dioxolan-4-yl)pyridin-3-yl)-4,5-dimethyl-5-(trifluoromethyl)tetrahydrofuran-2-carboxamide FC(C=1C(=C(C=CC1F)[C@@H]1[C@H](O[C@@]([C@@H]1C)(C(F)(F)F)C)C(=O)NC=1C=NC(=CC1)[C@@H]1OC(OC1)(C)C)OC)F |o1:9,10,12,13|